[Mn].C(C(C)(C)C)(=O)CC(C(C)(C)C)=O.C(C(C)(C)C)(=O)CC(C(C)(C)C)=O.C(C(C)(C)C)(=O)CC(C(C)(C)C)=O tris(dipivaloylmethane) manganese